1-(4-(3-(6-cyclopropylpyridin-3-yl)-1H-pyrazolo[3,4-c]pyridin-5-yl)-3-fluoro-5-(trifluoromethyl)phenyl)-N-methylmethanamine C1(CC1)C1=CC=C(C=N1)C1=NNC2=CN=C(C=C21)C2=C(C=C(C=C2C(F)(F)F)CNC)F